5-[4'-(bromomethyl)biphenyl-2-yl]-1-trityl-tetrazole BrCC1=CC=C(C=C1)C1=C(C=CC=C1)C1=NN=NN1C(C1=CC=CC=C1)(C1=CC=CC=C1)C1=CC=CC=C1